5-(((2S)-1-(2-hydroxy-3-oxo-3-(4-(5-(trifluoromethyl)pyrimidin-2-yl)piperazin-1-yl)propoxy)-3-methoxypropan-2-yl)amino)-4-(trifluoromethyl)pyridazin-3(2H)-one OC(COC[C@H](COC)NC1=C(C(NN=C1)=O)C(F)(F)F)C(N1CCN(CC1)C1=NC=C(C=N1)C(F)(F)F)=O